1-dodecyl-(2-hydroxyethyl)-dimethyl-ammonium chloride [Cl-].C(CCCCCCCCCCC)C(CO)[NH+](C)C